ClC1=C(C(=O)N[C@H](C(=O)O)CC=2C=CC(=C3C=CC=NC23)C=2C(=NC=C(C2)F)OC)C(=CC=C1)Cl (S)-2-(2,6-dichlorobenzoylamino)-3-(5-(5-fluoro-2-methoxypyridin-3-yl)quinolin-8-yl)propionic acid